C(C)[C@H]1CN(CCO1)CC1=CC(=C2CNC(C2=C1)=O)C(F)(F)F 6-[[(2S)-2-ethylmorpholin-4-yl]methyl]-4-(trifluoromethyl)-2,3-dihydroisoindol-1-one